C1(=CC=CC=C1)S(=O)(=O)C1(CC1)C(=O)O 1-(phenylsulfonyl)cyclopropane-1-carboxylic acid